[F-].C(CC)C(CCC)[NH3+] propylbutan-1-aminium fluoride